(5-aminopyridin-2-yl)(1-(4-chlorophenyl)cyclobutyl)methanone NC=1C=CC(=NC1)C(=O)C1(CCC1)C1=CC=C(C=C1)Cl